C1[C@@H](O1)COS(=O)(=O)C2=CC=CC(=C2)[N+](=O)[O-] (R)-(-)-glycidyl nosylate